Ethyl 2-(chloromethyl)-4-(((1R*,5S*,6S*)-3-ethyl-3-azabicyclo[4.1.0]heptan-5-yl)oxy)benzoate ClCC1=C(C(=O)OCC)C=CC(=C1)O[C@@H]1CN(C[C@@H]2C[C@H]12)CC |o1:14,18,20|